OC1=C(C=CC(=C1)OC(F)(F)F)C1=NN=C(C2=CC=CC=C12)NCC(CO)O 3-[[4-[2-hydroxy-4-(trifluoromethoxy)phenyl]phthalazin-1-yl]amino]propane-1,2-diol